N1=C(C=CC=C1)[C@H](C)N1C(C=C(C=C1)C1=NN(C2=CC=CC=C12)C1=CC=C(C=C1)C(F)(F)F)=O (S)-1-(1-(pyridin-2-yl)ethyl)-4-(1-(4-(trifluoromethyl)phenyl)-1H-indazol-3-yl)pyridin-2(1H)-one